4,4'-methylenebis(N,N-dicyclopropoxyaniline) C(C1=CC=C(N(OC2CC2)OC2CC2)C=C1)C1=CC=C(N(OC2CC2)OC2CC2)C=C1